antimony(III) sulfate S(=O)(=O)([O-])[O-].[Sb+3].S(=O)(=O)([O-])[O-].S(=O)(=O)([O-])[O-].[Sb+3]